NC=1C(=C(C=C(C1)F)C1=NN(C=C1C1=NC(=NC=C1)NC[C@H](C)NC(OC)=O)C(C)C)Cl (S)-Methyl 1-(4-(3-(3-amino-2-chloro-5-fluorophenyl)-1-isopropyl-1H-pyrazol-4-yl)pyrimidin-2-ylamino)propan-2-ylcarbamate